Butyl 2-(3-(2,5-Dimethyl-1H-pyrrol-1-yl)-5-(methoxy(methyl)carbamoyl)-1H-pyrazol-1-yl)ethylcarbamate CC=1N(C(=CC1)C)C1=NN(C(=C1)C(N(C)OC)=O)CCNC(OCCCC)=O